5-HYDROXY-1H-PYRAZOLE-3-CARBOXYLIC ACID OC1=CC(=NN1)C(=O)O